COC(COC(CC#N)=O)CC.FC(OC1=CC=C(C=C1)S(=O)(=O)NC1=CC=C(C=C1)C=1C=CC=2N(N1)C(=CN2)C2=CC=NC=C2)(F)F 4-trifluoromethoxy-N-(4-(3-(pyridin-4-yl)imidazo[1,2-b]pyridazin-6-yl)phenyl)benzenesulfonamide 2-methoxybutylcyanoacetate